C(CCCCCCCCCCCCCCCCCCCC(=O)O)(=O)O heneicosane-1,21-dioic acid